C1(=CC=CC=C1)C1(C(C1)C(=O)OC(C)CC)C1=CC=CC=C1 sec-butyl 2,2-diphenylcyclopropanecarboxylate